1-butyl-3-[4-[2-[tert-butyl(dimethyl)silyl]oxyethyl]-2-ethyl-1,3-dioxo-2,4-diazadispiro[4.1.57.15]tridecan-10-yl]-5-(diaminomethylene)hexahydropyrimidine-2,4,6-trione C(CCC)N1C(N(C(C(C1=O)=C(N)N)=O)C1CCC2(CC3(N(C(N(C3=O)CC)=O)CCO[Si](C)(C)C(C)(C)C)C2)CC1)=O